N-[(1R,2S*)-5-[2-(2-aminopyridin-3-yl)-5-(pyrazol-1-yl)imidazo[4,5-b]pyridin-3-yl]-2-fluoro-2,3-dihydro-1H-inden-1-yl]-3-formyl-4-hydroxybenzamide NC1=NC=CC=C1C1=NC=2C(=NC(=CC2)N2N=CC=C2)N1C=1C=C2C[C@@H]([C@@H](C2=CC1)NC(C1=CC(=C(C=C1)O)C=O)=O)F |o1:25|